FC1=C(C(=O)N[C@H](C)C=2C=NC(=NC2)C(F)(F)F)C=C(C=C1C=1SC(=CN1)C)O[C@H]1COCC1 2-Fluoro-3-(5-methylthiazol-2-yl)-5-(((R)-tetrahydrofuran-3-yl)oxy)-N-((R)-1-(2-(Trifluoromethyl)pyrimidin-5-yl)ethyl)benzamide